1-(3-fluorophenyl)-2-thioxodihydropyrimidine-4,6(1H,5H)-dione FC=1C=C(C=CC1)N1C(NC(CC1=O)=O)=S